(1R,3S,4S)-p-Menthane-3,8-diol [C@@H]1(C[C@@H]([C@H](CC1)C(C)(C)O)O)C